indium Gallium Zinc Tin [Sn].[Zn].[Ga].[In]